COC(=O)C1(CCC2(C(CC3=CC(=C(C=C23)OC)OC)C[C@H](CO)C)CC1)NC1=CC(=CC=C1)Cl 4-(3-Chloroanilino)-2'-[(2R)-3-hydroxy-2-methylpropyl]-5',6'-dimethoxy-2',3'-dihydrospiro[cyclohexane-1,1'-indene]-4-carboxylic acid methyl ester